(2,3-difluorophenyl) boronate B(OC1=C(C(=CC=C1)F)F)[O-]